C1(CC1)C1=NN2C(N(C([C@H](CC2)NC(=O)C2=NN(C=N2)[C@H](C)C2=CC=C(C=C2)F)=O)C)=C1 |r| N-[rac-(6S)-2-Cyclopropyl-4-methyl-5-oxo-7,8-dihydro-6H-pyrazolo[1,5-a][1,3]diazepin-6-yl]-1-[rac-(1R)-1-(4-fluorophenyl)ethyl]-1,2,4-triazol-3-carboxamid